7-({3-Methoxy-4-[4-(trifluoromethyl)piperidin-1-yl]phenyl}amino)-4-methyl-2H-pyrido[3,2-b][1,4]oxazin-3-one COC=1C=C(C=CC1N1CCC(CC1)C(F)(F)F)NC1=CC=2OCC(N(C2N=C1)C)=O